1,1-bis[4-(dimethylsilyl)phenyl]ethylene C[SiH](C1=CC=C(C=C1)C(=C)C1=CC=C(C=C1)[SiH](C)C)C